OC1=C(N=CC2=CC(=CC=C12)OC1=CC=CC=C1)C(=O)N(C)C 4-hydroxy-N,N-dimethyl-7-phenoxyisoquinoline-3-formamide